potassium [(5-chloro-2-methoxyphenyl)sulfonyl][(10aS)-9-methyl-7-oxo-7,8,9,10,10a,11-hexahydro-5H-pyrazino[2,1-c]pyrido[3,2-f][1,4]oxazepin-3-yl]azanide ClC=1C=CC(=C(C1)S(=O)(=O)[N-]C1=CC=2CN3[C@H](COC2N=C1)CN(CC3=O)C)OC.[K+]